6-(benzyl(methyl)amino)-N-(1-cyanopyrrolidin-3-yl)picolinamide C(C1=CC=CC=C1)N(C1=CC=CC(=N1)C(=O)NC1CN(CC1)C#N)C